N-(4,4-difluoro-6,7-dihydro-5H-pyrazolo[1,5-a]pyridin-2-yl)-4-methyl-3-[2-(5-pyrazol-1-yl-3-pyridyl)ethynyl]benzamide FC1(C=2N(CCC1)N=C(C2)NC(C2=CC(=C(C=C2)C)C#CC=2C=NC=C(C2)N2N=CC=C2)=O)F